FC(C1=NC(=NC(=N1)C(F)F)N1[C@H](C=2NC3=CC=C(C=C3C2CC1)Cl)C=C(C)C)F (1S)-2-[4,6-bis(difluoromethyl)-1,3,5-triazin-2-yl]-6-chloro-1-(2-methylprop-1-en-1-yl)-2,3,4,9-tetrahydro-1H-pyrido[3,4-b]indole